naphthalenedisulfonate hemi-hydrate O.C=1(C(=CC=C2C=CC=CC12)S(=O)(=O)O)S(=O)(=O)O.C=1(C(=CC=C2C=CC=CC12)S(=O)(=O)O)S(=O)(=O)O